C12CNCCC(CC1)N2C(=O)[O-] 3,9-diazabicyclo[4.2.1]nonan-9-formate